C(C1=CC=CC=C1)N1CC2(CCC(C1)CC2)NS(=O)(=O)C2=CC=C(C=C2)C N-{3-benzyl-3-azabicyclo[3.2.2]nonan-1-yl}-4-methylbenzenesulfonamide